NC1=C(C2=C(S1)C=CC(=C2C=2C1=C(C=3C(=NC(=NC3C2F)N2CC(C2)N(C)C)N[C@H]2C(N(CC2)C)=O)COC1)F)C#N 2-Amino-4-(3-(3-(dimethylamino)azetidin-1-yl)-5-fluoro-1-(((R)-1-methyl-2-oxopyrrolidin-3-yl)amino)-7,9-dihydrofuro[3,4-f]quinazolin-6-yl)-5-fluorobenzo[b]thiophene-3-carbonitrile